COC1(CCOCC1)COC1=C2C(=NC(=C1)C1=CN(C3=CN=C(C=C31)NC(C)=O)C)C3(OCC2)COCC3 N-(3-(4'-((4-methoxytetrahydro-2H-pyran-4-yl)methoxy)-4,5,5',6'-tetrahydro-2H-spiro[furan-3,8'-pyrano[3,4-b]pyridin]-2'-yl)-1-methyl-1H-pyrrolo[2,3-c]pyridin-5-yl)acetamide